ClC1=CC=C(C=C1)[C@@]1(N(C(C2=CC(=CC(=C12)F)C(C)(C)O)=O)[C@@H](C)C1=NC=C(C=C1)Cl)OOCC1(CC1)C(=O)N 1-({[(1R)-1-(4-Chlorophenyl)-2-[(1S)-1-(5-chloropyridin-2-yl)ethyl]-7-fluoro-5-(2-hydroxypropan-2-yl)-3-oxo-2,3-dihydro-1H-isoindol-1-yl]oxyoxy}methyl)cyclopropan-1-carboxamid